2-Methyl-5-((1-methyl-3-(trifluoromethyl)-1H-pyrazol-4-yl)methoxy)benzofuran-3-carboxylic acid CC=1OC2=C(C1C(=O)O)C=C(C=C2)OCC=2C(=NN(C2)C)C(F)(F)F